tert-butyl 3-[6-(5-oxa-2-azaspiro[3.4]octan-2-yl)-3-pyridyl]azetidine-1-carboxylate C1N(CC12OCCC2)C2=CC=C(C=N2)C2CN(C2)C(=O)OC(C)(C)C